C(CCC)C1=C(SC=C1)C=CC=1SC=CC1CCCC 1,2-bis(3-butylthiophen-2-yl)ethene